5-(2-{2-[(5-{[4-(prop-2-en-1-yloxy)phenyl]amino}pyrimidin-2-yl)oxy]ethoxy}ethoxy)-3,4-dihydroisoquinoline C(C=C)OC1=CC=C(C=C1)NC=1C=NC(=NC1)OCCOCCOC1=C2CCN=CC2=CC=C1